C(CCCCCCCCCC=CCC)=O 11-tetradecenal